C(CC)C=C(C(=O)O)C.C(C(=C)C)(=O)OC#CC propynyl methacrylate (propylmethacrylate)